1-(4-chlorophenyl)-3-(2,3-dihydro-1,4-benzodioxin-6-yl)propane-1,3-dione ClC1=CC=C(C=C1)C(CC(=O)C1=CC2=C(OCCO2)C=C1)=O